N-ethyl-1-aminopropane-3-ol C(C)NCCCO